2-(methylamino)ethyl-methacrylamide CNCCC=C(C(=O)N)C